1-Methyl-4-(4-((4-methyl-3-nitrophenyl)ethynyl)benzyl)piperazine CN1CCN(CC1)CC1=CC=C(C=C1)C#CC1=CC(=C(C=C1)C)[N+](=O)[O-]